NC1=NC=NC2=C(C=CC=C12)C(=O)NC1=C2C=CN=C(C2=CC=C1C)NC1=C(C=C(C=C1)OCC)F 4-Amino-N-(1-((4-ethoxy-2-fluorophenyl)amino)-6-methylisoquinolin-5-yl)quinazoline-8-carboxamide